3-[4-(3-cyano-5-methyl-1H-pyrazol-1-yl)benzyl]-5-(2-isopropylphenyl)-1-methyl-1H-pyrazolo[4,3-d]pyrimidine C(#N)C1=NN(C(=C1)C)C1=CC=C(CC2=NN(C3=C2N=C(N=C3)C3=C(C=CC=C3)C(C)C)C)C=C1